C(C)(=O)N1C2(COC2)CN(CC1)C1=NC2=C(C=C(C=C2C=N1)CN1C[C@H]([C@@H](C1)COC)OC=1C=C2CN(C(C2=CC1)=O)[C@@H]1C(NC(CC1)=O)=O)F (S)-3-(5-(((3S,4S)-1-((2-(5-acetyl-2-oxa-5,8-diazaspiro[3.5]nonan-8-yl)-8-fluoroquinazolin-6-yl)methyl)-4-(methoxymethyl)pyrrolidin-3-yl)oxy)-1-oxoisoindolin-2-yl)piperidine-2,6-dione